(3-(3-amino-2-methoxyphenyl)-1-methyl-1H-pyrazol-5-yl)dimethylphosphine oxide NC=1C(=C(C=CC1)C1=NN(C(=C1)P(C)(C)=O)C)OC